Cyclopropyl(methyl)((5-methylpiperidin-3-yl)imino)-λ6-sulfanone C1(CC1)S(=O)(=NC1CNCC(C1)C)C